C(C=C)N1N(C2=NC(=NC=C2C1=O)SC)C1=CC=CC(=N1)N(C(CC#N)=O)C N-(6-(2-allyl-6-(methylthio)-3-oxo-2,3-dihydro-1H-pyrazolo[3,4-d]pyrimidin-1-yl)pyridin-2-yl)-2-cyano-N-methylacetamide